BrC1=CC=CC=C1COC=1C=NNC1 6-bromo-4-benzyloxypyrazole